NC=1SC(=CN1)C#CC1=CN=C2N1N=C(C=C2)C2=CC=C(C=C2)C(=O)N2CCOCC2 (4-(3-((2-aminothiazol-5-yl)ethynyl)imidazo[1,2-b]pyridazin-6-yl)phenyl)(morpholino)methanone